C(=O)(OCCCCCCCCCCC(C)C)OOC(=O)OCCCCCCCCCCC(C)C bis(isotridecyl) peroxydicarbonate